ClC1=NC=CC2=C1N(C(N2)=O)C 4-Chloro-3-methyl-1H-imidazo[4,5-c]pyridin-2-one